FC1=CN=CC2=C1N=C(N=C2O)S 8-fluoro-2-sulfanyl-pyrido[4,3-d]pyrimidin-4-ol